CC=1C=CC(=NC1)[Sn](CCCC)(CCCC)CCCC 5-methyl-2-(tributylstannyl)pyridine